CN1N=CC(=C1)C1=CC2=C(N=CN=C2)NC1=O 6-(1-methyl-1H-pyrazol-4-yl)pyrido[2,3-d]pyrimidin-7(8H)-one